imino(methyl)(3-(2-(1-methyl-1H-pyrazol-4-yl)furo[3,2-b]pyridin-7-yl)phenyl)-λ6-sulfanone N=S(=O)(C1=CC(=CC=C1)C1=C2C(=NC=C1)C=C(O2)C=2C=NN(C2)C)C